3-(3-tert-butylphenyl)-5-heptanol C(C)(C)(C)C=1C=C(C=CC1)C(CC)CC(CC)O